N-[5-[4-[(3,5-dimethyl-2-pyridyl)amino]cyclohexoxy]-7-morpholino-1,6-naphthyridin-3-yl]methanesulfonamide CC=1C(=NC=C(C1)C)NC1CCC(CC1)OC1=C2C=C(C=NC2=CC(=N1)N1CCOCC1)NS(=O)(=O)C